O1C(OCC1)C1=C(C(=CC=C1)F)C(CF)=O 1-(2-(1,3-dioxolan-2-yl)-6-fluorophenyl)-2-fluoroethane-1-one